1-(2,4-Difluorophenyl)-1H-pyrrole titanium [Ti].FC1=C(C=CC(=C1)F)N1C=CC=C1